ethynyldecyl-methyl-carbinol C(#C)C(O)(C)CCCCCCCCCC